6-[3-[[4-(4-cyclohexyl-1-hydroxybutyl)-1H-imidazol-1-yl]methyl]-7-oxabicyclo[2.2.1]hept-2-yl]-4-hexenoic acid C1(CCCCC1)CCCC(O)C=1N=CN(C1)CC1C(C2CCC1O2)CC=CCCC(=O)O